COC1=C(C=C2C[C@H]3C4=C(C2=C1)C(=C(C=C4CCN3C(=O)OC)O)OC)O The molecule is an aporphine alkaloid that is laurolistine with a N-methoxycarbonyl group. Isolated from the aerial parts of Litsea cubeba, it exhibits antimicrobial activities. It has a role as an antimicrobial agent and a plant metabolite. It is an aromatic ether, a member of phenols, a carboxylic ester and an aporphine alkaloid. It derives from a laurolistine.